NC1=C([N+](=CC2=C(C=CC=C12)C=1C(=NC=NC1)C(F)(F)F)[O-])C(NCCC)=O 4-amino-3-(propylcarbamoyl)-8-(4-(trifluoromethyl)pyrimidin-5-yl)isoquinoline-2-oxide